(1-(4-(5-amino-4H-1,2,4-triazol-3-yl)phenyl)-1H-pyrrolo[2,3-B]pyridin-5-yl)(4,4-difluoropiperidin-1-yl)methanone NC=1NC(=NN1)C1=CC=C(C=C1)N1C=CC=2C1=NC=C(C2)C(=O)N2CCC(CC2)(F)F